C(CC)S(=O)(=O)O.C(C)N(CC)CC#C N,N-diethyl-propargylamine propanesulfonate